bicyclo[4.2.0]-octa-1,3,5-triene C12=CC=CC=C2CC1